NC1=C(C=NC(=C1)Br)C(=O)N[C@H](C)C=1C=C(C(=O)O)C=CC1 3-[(1R)-1-[(4-amino-6-bromo-pyridine-3-carbonyl)amino]ethyl]benzoic acid